COC1=CC=C2CCC(C(C2=C1)(C)C)=O 7-methoxy-1,1-dimethyl-3,4-dihydronaphthalen-2(1H)-one